FC1=CC=C(C=C1)NC(=S)N1CC2(C1)CN(C2)C N-(4-fluorophenyl)-6-methyl-2,6-diazaspiro[3.3]heptan-2-carbothioamide